NC=1C=C(C=CC1)N1CCN(CC1)C(=O)OC(C)(C)C Tert-Butyl 4-(3-Aminophenyl)Piperazine-1-Carboxylate